CC1(O[C@@H]2[C@]3(O1)[C@H](O[C@H]2N2C=CC1=C2N=CN=C1C)[C@@H](CC3)O)C (3aR,4R,5aR,6R,8aR)-2,2-dimethyl-4-(4-methyl-7H-pyrrolo[2,3-d]pyrimidin-7-yl)hexahydrocyclopenta[2,3]furo[3,4-d][1,3]dioxolen-6-ol